C(#N)C1=CC=C(C=C1)NS(=O)(=O)C1=CNC2=CC=C(C=C12)I N-(4-cyanophenyl)-5-iodo-1H-indole-3-sulfonamide